11-(bicyclo[2.2.2]oct-1-yl)undec-10-enoic acid C12(CCC(CC1)CC2)C=CCCCCCCCCC(=O)O